C[N+](CCCC(=O)[O-])(CCCCCCCCCCCCCC)C 4-(dimethyl(tetradecyl)ammonio)butanoate